tetra(octan-3-yl) 9,9',9'',9'''-((((5-(3-(dimethylamino)propoxy)isophthaloyl)bis(azanediyl))bis(propane-3,1-diyl))bis(azanetriyl))tetranonanoate CN(CCCOC=1C=C(C=C(C(=O)NCCCN(CCCCCCCCC(=O)OC(CC)CCCCC)CCCCCCCCC(=O)OC(CC)CCCCC)C1)C(=O)NCCCN(CCCCCCCCC(=O)OC(CC)CCCCC)CCCCCCCCC(=O)OC(CC)CCCCC)C